2,2-dimethyl-1,3-dioxolane-4-acetate CC1(OCC(O1)CC(=O)[O-])C